C(C)(C)(C)OC(=O)N1C[C@H]([C@H](CC1)C=1SC(=C(C1)C(N)=O)N)F (3S,4S)-4-(5-amino-4-carbamoyl-2-thienyl)-3-fluoro-piperidine-1-carboxylic acid tert-butyl ester